N-[[(2S)-2-(3-cyanophenyl)oxetan-2-yl]methyl]spiro[3.4]octane-7-carboxamide C(#N)C=1C=C(C=CC1)[C@]1(OCC1)CNC(=O)C1CCC2(CCC2)C1